imidazole copper salt [Cu].N1C=NC=C1